C1(CC(CC(C1)CCC(=O)[O-])CCC(=O)[O-])CCC(=O)[O-] cyclohexane-1,3,5-tripropionate